FC1=C(C=CC(=C1)F)S(=O)(=O)NC=1C(=NC=C(C1)C=1N(C2=NC=NC(=C2N1)N1CCN(CC1)C(\C=C\C(C)=O)=O)C)OC (E)-2,4-difluoro-N-(2-methoxy-5-(9-methyl-6-(4-(4-oxopent-2-enoyl)piperazin-1-yl)-9H-purin-8-yl)pyridin-3-yl)benzenesulfonamide